(2R)-1-(benzyloxy)-3-(4-tert-butylphenyl)-1-oxopropan-2-yl-(2S)-2-[[(tert-butoxy) carbonyl] (methyl) amino]-4-methylvalerate C(C1=CC=CC=C1)OC([C@@H](CC1=CC=C(C=C1)C(C)(C)C)OC([C@H](CC(C)C)N(C)C(=O)OC(C)(C)C)=O)=O